5,7-dibromo-1-methyl-1H-pyrazolo[4,3-b]pyridine BrC1=CC(=C2C(=N1)C=NN2C)Br